2-carboxy-7-((2'-chloro-3'-fluoro-[1,1'-biphenyl]-2-yl)oxy)-1,2,3,4-tetrahydronaphthalene C(=O)(O)C1CC2=CC(=CC=C2CC1)OC1=C(C=CC=C1)C1=C(C(=CC=C1)F)Cl